CCC1=C2/C=C\\3/C(=C4C(=C(C5=N/C(=C\\C6=NC7(C(O7)C(=C1C)N2)C(=C6C)C=C)/[C@H]([C@@H]5CCC(=O)[O-])C)C(=C4O)C(=O)OC)N3)C The molecule is a cyclic tetrapyrrole anion that is the conjuagte base of epoxypheophorbide a. Major microspecies at pH 7.3 (according to Marvin v. 6.2.0). It is a conjugate base of an epoxypheophorbide a. It is a conjugate acid of an epoxypheophorbide a(2-).